6-(7-fluoroimidazo[1,2-a]pyridin-3-yl)-8-methoxy-2H-isoquinolin-1-one FC1=CC=2N(C=C1)C(=CN2)C=2C=C1C=CNC(C1=C(C2)OC)=O